N[C@H]1CN(CCC1)C(=O)C1=CC=2N(C=C1)C(=C(N2)C=2N(C1=CC=CC=C1C2)CC2=CC(N(C=C2)C)=O)C (R)-4-((2-(7-(3-aminopiperidine-1-carbonyl)-3-methylimidazo[1,2-a]pyridin-2-yl)-1H-indol-1-yl)methyl)-1-methylpyridin-2(1H)-one